O=C1C(C(=O)[C@@]2(O)[C@@H](O)[C@@H](O)[C@@H](O2)CO)=CC(CC1=O)=O 2,3,5-tri-oxo-benzoyl-beta-L-ribofuranose